2-methoxy-4'-[(1-{[4-(propan-2-yl)phenyl]carbamoyl}-DL-prolyl)amino][1,1'-biphenyl]-4-carboxylic acid COC1=C(C=CC(=C1)C(=O)O)C1=CC=C(C=C1)NC([C@H]1N(CCC1)C(NC1=CC=C(C=C1)C(C)C)=O)=O |r|